C(C1=CC=CC=C1)OC(=O)[C@@H]1N(C(CC1)=O)C(=O)O (R)-5-oxopyrrolidine-1,2-dicarboxylic acid 2-benzyl ester